ClC=1C=CC2=C(C(=NC3=C(S2)C=CC=C3)N3CCN(CC3)CCOCCO)C1 2-(2-(4-(2-Chlorodibenzo[b,f][1,4]thiazepin-11-yl)piperazin-1-yl)ethoxy)ethan-1-ol